(E)-3-(1-(2-methoxypyridin-4-yl)cyclobutyl)acrylic acid COC1=NC=CC(=C1)C1(CCC1)/C=C/C(=O)O